(S)-N-(3-(3-bromophenyl)-1-(methylamino)-1-oxopropan-2-yl)-3-(3-hydroxyphenyl)-1H-pyrazole-5-carboxamide BrC=1C=C(C=CC1)C[C@@H](C(=O)NC)NC(=O)C1=CC(=NN1)C1=CC(=CC=C1)O